N,N-dihydroxy-p-toluidine ON(C1=CC=C(C=C1)C)O